3-cyclopropyl-5-fluoro-N-((3-(trifluoromethyl)isoxazol-5-yl)methyl)picolinamide C1(CC1)C=1C(=NC=C(C1)F)C(=O)NCC1=CC(=NO1)C(F)(F)F